5-((1H-pyrazol-1-yl)methyl)-N-((2,4-dimethoxyphenyl)sulfonyl)-6-methoxypicolinamide N1(N=CC=C1)CC=1C=CC(=NC1OC)C(=O)NS(=O)(=O)C1=C(C=C(C=C1)OC)OC